COC=1C=2N(C=CC1N)N=CC2CCC 4-Methoxy-3-propylpyrazolo[1,5-a]pyridin-5-amine